3,5-bis(tribromomethyl)benzoic acid BrC(C=1C=C(C(=O)O)C=C(C1)C(Br)(Br)Br)(Br)Br